FC(C(=O)NC)(F)C1=CC=C(O1)C1=NN=C2N1CCN(C2)C(=O)OC(C)(C)C tert-butyl 3-(5-(1,1-difluoro-2-(methylamino)-2-oxoethyl) furan-2-yl)-5,6-dihydro-[1,2,4]triazolo[4,3-a]pyrazine-7(8H)-carboxylate